NC1=C(C=C(C=N1)NC(C(=O)N1C(CC[C@@H](C1)C)C=1C=CC2=C(N=C(S2)C2CCOCC2)C1)=O)C1CC1 N-(6-amino-5-cyclopropyl-3-pyridyl)-2-[(5S)-5-methyl-2-(2-tetrahydropyran-4-yl-1,3-benzothiazol-5-yl)-1-piperidyl]-2-oxo-acetamide